(4aS)-9-(2,6-dioxopiperidin-3-yl)-2,3,4,4a,9,10-hexahydropyrazino[1,2-a]pyrrolo[3,4-g]quinoxaline-5,8(1H,6H)-dione O=C1NC(CCC1N1C(C=2C=C3NC([C@H]4N(C3=CC2C1)CCNC4)=O)=O)=O